(E)-2-(4-methylbenzylidene)-2,3-dihydro-pyrrolizine-1-one CC1=CC=C(\C=C/2\C(C3=CC=CN3C2)=O)C=C1